ClC1=C(C=C(C=C1)F)[C@@H]([C@@H](C)C=1N(C(C(=C(N1)C(=O)NC=1C=NOC1)O)=O)C)N1N=CC=C1C 2-((1R,2R)-1-(2-chloro-5-fluorophenyl)-1-(5-methyl-1H-pyrazol-1-yl)propan-2-yl)-5-hydroxy-N-(isoxazol-4-yl)-1-methyl-6-oxo-1,6-dihydropyrimidine-4-carboxamide